C1(CC1)N(C1=NC=C(C(=C1)OC=1C(=NC(=NC1)N)N)C(C)C)C 5-((2-(cyclopropyl(methyl)amino)-5-isopropylpyridin-4-yl)oxy)pyrimidine-2,4-diamine